CO[Si](CC(C)[Si](OC)(OC)OC)(OC)OC 1,2-bis(trimethoxysilyl)propane